C(C)O[C@H]1CC[C@H](CC1)NC=1N=CC2=C(N1)NC=C2C=2C=C(C=1N(C2)C=C(N1)C)F N-(cis-4-ethoxycyclohexyl)-5-(8-fluoro-2-methylimidazo[1,2-a]pyridin-6-yl)-7H-pyrrolo[2,3-d]pyrimidin-2-amine